FC=1C=C(C(=NC1)N1C=C(C=C1C)C(=O)O)OCC1=CC(=CC(=C1)S(=O)(=O)C)F 1-{5-fluoro-3-[(3-fluoro-5-methanesulfonylphenyl)methoxy]pyridin-2-yl}-5-methyl-1H-pyrrole-3-carboxylic acid